N-[3-Amino-7-(2-fluoro-6-methyl-phenyl)-5-isoquinolyl]piperidine-4-carboxamide NC=1N=CC2=CC(=CC(=C2C1)NC(=O)C1CCNCC1)C1=C(C=CC=C1C)F